2-Oxoglutarate O=C(C(=O)[O-])CCC(=O)[O-]